[Ti].[Ti].[Ti].[Na] sodium trititanium